perfluoro(2-methylene-4,5-dimethyl-1,3-dioxolane) FC1(OC(OC1(C(F)(F)F)F)=C(F)F)C(F)(F)F